(S)-quinuclidin-3-yl (7-(6-isopropoxypyridin-3-yl)-3,3-dimethylchroman-4-yl)carbamate C(C)(C)OC1=CC=C(C=N1)C1=CC=C2C(C(COC2=C1)(C)C)NC(O[C@@H]1CN2CCC1CC2)=O